2-Bromo-4-chlorophenylethanone BrC1=C(C=CC(=C1)Cl)C(C)=O